(2R,3R,4R)-2-(6-amino-8-(furan-2-yl)-2-(hept-1-yn-1-yl)-9H-purin-9-yl)tetrahydrofuran-3,4-diyl diacetate C(C)(=O)O[C@H]1[C@@H](OC[C@H]1OC(C)=O)N1C2=NC(=NC(=C2N=C1C=1OC=CC1)N)C#CCCCCC